C(C1=CC=CC=C1)(C1=CC=CC=C1)N1CCN(CC1)C(=CCC1=CC=CC=C1)CC 1-benzhydryl-4-(3-phenyl-ethyl-propenyl)-piperazine